N1C=C(C2=CC=CC=C12)C1=NC(=NC=C1)NC1CNCC1 1H-indol-3-yl-N-(pyrrolidin-3-yl)pyrimidin-2-amine